2-((6-chloropyridin-3-yl)oxy)-5-methylpyrimidine ClC1=CC=C(C=N1)OC1=NC=C(C=N1)C